N[C@@H]1C=2C(=NC=CC2)CC12CCN(CC2)C=2N=CC(=NC2CO)C#CCOC2=CC=C(C(=O)N)C=C2 (S)-4-((3-(5-(5-amino-5,7-dihydrospiro[cyclopenta[b]pyridin-6,4'-piperidin]-1'-yl)-6-(hydroxymethyl)pyrazin-2-yl)prop-2-yn-1-yl)oxy)benzamide